(1S,6R)-(+)-3-carene CC1=CC[C@H]2[C@@H](C1)C2(C)C